ClC1=C(C(NC2=C(N=CC=C12)OC1=C2C=NNC2=CC(=C1Cl)F)=O)C#N 4-chloro-8-((5-chloro-6-fluoro-1H-indazol-4-yl)oxy)-2-oxo-1,2-dihydro-1,7-naphthyridine-3-carbonitrile